6-((1H-pyrazol-1-yl)methyl)-4-(difluoromethoxy)benzo[d]isoxazol-3-amine N1(N=CC=C1)CC1=CC2=C(C(=NO2)N)C(=C1)OC(F)F